BrC=1C(=C(C=C(C1OCOC)C)C(C)(C)C)C 3-bromo-1-tert-butyl-4-(methoxymethoxy)-2,5-dimethyl-benzene